C1(=C(OC)C=C(CC=C)C=C1)OC(CCC(=O)OC1=C(OC)C=C(CC=C)C=C1)=O.BrC1=CC=C(C=C1)C1=N[C@H](C=2N(C3=C1C1=C(S3)CCC1)C(=NN2)C)C (4S)-6-(4-bromophenyl)-1,4-dimethyl-8,9-dihydro-4H,7H-cyclopenta[4,5]thieno[3,2-f][1,2,4]triazolo[4,3-a][1,4]diazepine Dieugenyl-Succinate